BrC1=CC=C(S1)C(=O)NC1=C(C=C(C=C1)Br)F 5-bromo-N-(4-bromo-2-fluorophenyl)thiophene-2-carboxamide